N-(4-(hydroxymethyl)phenyl)acetamide OCC1=CC=C(C=C1)NC(C)=O